N-(2-(2-cyano-4,4-difluoropyrrolidin-1-yl)-2-oxoethyl)-6-(4-(trifluoromethoxy)styryl)quinoline-4-carboxamide C(#N)C1N(CC(C1)(F)F)C(CNC(=O)C1=CC=NC2=CC=C(C=C12)C=CC1=CC=C(C=C1)OC(F)(F)F)=O